1,2-bis(2,6-diisopropylphenylimino)acenaphthylene C(C)(C)C1=C(C(=CC=C1)C(C)C)N=C1C(C2=CC=CC3=CC=CC1=C23)=NC2=C(C=CC=C2C(C)C)C(C)C